Methyl 4-[(1S)-1-[[3-[methyl(2-phenoxyethyl)amino]tetrahydrofuran-3-carbonyl]amino]ethyl]benzoate CN(C1(COCC1)C(=O)N[C@@H](C)C1=CC=C(C(=O)OC)C=C1)CCOC1=CC=CC=C1